COC1=CC=C(CN(S(=O)(=O)CCCNC=2N=CC3=CC(=CC=C3C2)C#N)CC2=CC=C(C=C2)OC)C=C1 3-((3-(N,N-bis(4-methoxybenzyl)sulfamoyl)propyl)amino)-7-cyanoisoquinolin